FC=1C=C(C=CC1)NC(=O)NC1=CC(=CC(=C1)OC)Br (3-fluorophenyl)-3-(3-bromo-5-methoxyphenyl)urea